(S)-3-(5-(difluoromethyl)-1,3,4-thiadiazol-2-yl)-8-(3-(hydroxymethyl)-4-(1-methoxycyclopropane-1-carbonyl)piperazin-1-yl)-N-(1-methylcyclopropyl)imidazo[1,5-a]pyridine-6-sulfonamide FC(C1=NN=C(S1)C1=NC=C2N1C=C(C=C2N2C[C@H](N(CC2)C(=O)C2(CC2)OC)CO)S(=O)(=O)NC2(CC2)C)F